FC(C(=O)O)(F)F.COC(C[C@H]1C=2N(C3=C(C(=N1)C1=CC=C(NC=4C=C(OCC(=O)O)C=CC4)C=C1)C(=C(S3)C)C)C(=NN2)C)=O (3-{4-[(6S)-6-(2-methoxy-2-oxoethyl)-2,3,9-trimethyl-6H-thieno[3,2-f][1,2,4]triazolo[4,3-a][1,4]diazepin-4-yl]anilino}phenoxy)acetic acid trifluoroacetate